tert-butyl (2S)-2-methyl-4-(1-methylindazol-6-yl)-3,6-dihydro-2H-pyridine-1-carboxylate C[C@@H]1N(CC=C(C1)C1=CC=C2C=NN(C2=C1)C)C(=O)OC(C)(C)C